CC1=C(C(=C(C(=O)O)C=C1)N1C=CC=C1)N1CC(C1)OC1=CC=C(C=C1)OCCCC methyl-3-(3-(4-butoxyphenoxy)azetidin-1-yl)-2-(1H-pyrrol-1-yl)benzoic acid